(E)-3-cyclopropyl-2-(4-(6-fluoro-3-(4-(methylsulfonyl)piperazine-1-carbonyl)quinolin-4-yl)piperazine-1-carbonyl)acrylonitrile C1(CC1)/C=C(\C#N)/C(=O)N1CCN(CC1)C1=C(C=NC2=CC=C(C=C12)F)C(=O)N1CCN(CC1)S(=O)(=O)C